FC(C(=O)O)(F)F.N1N=NC(=C1)C#N 1H-1,2,3-triazole-4-carbonitrile trifluoroacetate salt